O[C@H]1[C@@H](COC1)N1C=NC2=C(C1=O)C=C(N=C2C=2C=NC=CC2)C2=CN=C(S2)C(F)(F)F 3-((3R,4S)-4-hydroxytetrahydrofuran-3-yl)-8-(pyridin-3-yl)-6-(2-(trifluoromethyl)thiazol-5-yl)pyrido[3,4-d]pyrimidin-4(3H)-one